2-(6-(((1R,4R,5R,6R)-6-fluoro-1,2-dimethyl-2-azabicyclo[2.2.2]octan-5-yl)oxy)pyridazin-3-yl)-5-(1H-1,2,3-triazol-1-yl)phenol F[C@H]1[C@@H]([C@H]2CN([C@@]1(CC2)C)C)OC2=CC=C(N=N2)C2=C(C=C(C=C2)N2N=NC=C2)O